C(C)(=O)C=1C=C(C=CC1)NC(=O)C=1SC(=NN1)SC1=C(C=NC=C1Cl)Cl N-(3-acetylphenyl)-5-((3,5-dichloropyridin-4-yl)thio)-1,3,4-thiadiazole-2-carboxamide